1-(4-(4-(piperidin-4-yl)piperazin-1-yl)phenyl)dihydropyrimidine-2,4(1H,3H)-dione dihydrochloride Cl.Cl.N1CCC(CC1)N1CCN(CC1)C1=CC=C(C=C1)N1C(NC(CC1)=O)=O